C(C)(C)(C)C1=CC=C(C(=N1)OC1=C(C=C(C=C1C)C)C)C(=O)NS(=O)(=O)C1=NC(=CC=C1)NC 6-tert-Butyl-N-[[6-(methylamino)-2-pyridyl]sulfonyl]-2-(2,4,6-trimethylphenoxy)pyridin-3-carboxamid